Tert-butyl (3R)-2'-{6-amino-5-[(1R)-1-(3,5-difluoropyridin-4-yl)ethoxy]pyridin-3-yl}-5',6'-dihydrospiro[pyrrolidine-3,4'-pyrrolo[1,2-b]pyrazole]-1-carboxylate NC1=C(C=C(C=N1)C=1C=C2N(N1)CC[C@]21CN(CC1)C(=O)OC(C)(C)C)O[C@H](C)C1=C(C=NC=C1F)F